tert-butyl (1S,2S,5R)-2-[(7-chloro-8-fluoro-4-hydroxy-2-methyl sulfanyl-pyrido[4,3-d]pyrimidin-5-yl)oxymethyl]-3,8-diazabicyclo[3.2.1]octane-8-carboxylate ClC1=C(C=2N=C(N=C(C2C(=N1)OC[C@@H]1[C@@H]2CC[C@H](CN1)N2C(=O)OC(C)(C)C)O)SC)F